2,4,6-trinitrobenzeneformic acid [N+](=O)([O-])C1=C(C(=CC(=C1)[N+](=O)[O-])[N+](=O)[O-])C(=O)O